N-(2-(6-(4-bromophenylamino)-2-(methylthio)pyrimidin-4-ylamino)ethyl)-2-methoxynicotinamide BrC1=CC=C(C=C1)NC1=CC(=NC(=N1)SC)NCCNC(C1=C(N=CC=C1)OC)=O